bis-hydroxy-naphthalenate OC=1C(=C(C2=CC=CC=C2C1)C(=O)[O-])O